ClC1=C(C=CC=C1F)C1=CC=C(N=N1)NC1C[C@@H]2[C@@H](CN(C2)CC2CCOCC2)C1 (3aR,5s,6aS)-N-[6-(2-chloro-3-fluoro-phenyl)pyridazin-3-yl]-2-(tetrahydro-pyran-4-ylmethyl)-3,3a,4,5,6,6a-hexahydro-1H-cyclopenta[c]pyrrol-5-amine